CC1=NCCC2=CC=C(C=C12)B1OC(C(O1)(C)C)(C)C Methyl-7-(4,4,5,5-tetramethyl-1,3,2-dioxaborolan-2-yl)-3,4-dihydroisoquinoline